(S)-2-((tert-butyldimethylsilyl)oxy)-1-(4-chloro-3-fluorophenyl)ethan-1-amine [Si](C)(C)(C(C)(C)C)OC[C@@H](N)C1=CC(=C(C=C1)Cl)F